NC1=CC(=C(C=C1)OC1=CC=C(C=C1)C1=CC=C(C=C1)[C@@H]1CC[C@H](CC1)CCCCC)N 1,3-diamino-4-{4-[4-(trans-4-n-pentylcyclohexyl)phenyl]phenoxy}benzene